2'-Acetyl-6-cyclopropyl-4-((3,5-difluoropyridin-2-yl)methoxy)-5'-methyl-2H-[1,4'-bipyridine]-2-one C(C)(=O)C1=NC=C(C(=C1)N1C(C=C(C=C1C1CC1)OCC1=NC=C(C=C1F)F)=O)C